COC1=C(C=CC=C1)C1=CC=C(C=N1)N1CCNCC1 4-[6-(2-methoxyphenyl)pyridin-3-yl]Piperazine